C(C)(C)(C)OC(=O)N1CC=2N(C=NC2C1)COCC[Si](C)(C)C 1-((2-(trimethylsilyl)ethoxy)methyl)-4,6-dihydropyrrolo[3,4-d]Imidazole-5(1H)-carboxylic acid tert-butyl ester